4-(1-(4-Cyclobutyl-2-methyl-5-(5-methyl-4H-1,2,4-triazol-3-yl)benzoyl)piperidin-4-yl)benzonitrile C1(CCC1)C1=CC(=C(C(=O)N2CCC(CC2)C2=CC=C(C#N)C=C2)C=C1C1=NN=C(N1)C)C